BrC1=C(C=C(C=C1)C(C)O)F 1-(4-bromo-3-fluoro-phenyl)ethanol